2-(2-(cyclopropylmethyl)-1-(3-fluoro-4-sulfamoylbenzyl)-5-(4-methyl-3-((5-methylthiophen-2-yl)ethynyl)phenyl)-1H-pyrrol-3-yl)thiazole-4-carboxylic acid C1(CC1)CC=1N(C(=CC1C=1SC=C(N1)C(=O)O)C1=CC(=C(C=C1)C)C#CC=1SC(=CC1)C)CC1=CC(=C(C=C1)S(N)(=O)=O)F